BrC1=C(C2=C(NC(N(C2=O)OC(C(=O)O)(C)C)=O)S1)C 2-((6-bromo-5-methyl-2,4-dioxo-1,4-dihydrothieno[2,3-d]pyrimidin-3(2H)-yl)oxy)-2-methylpropanoic acid